3-amino-6'-chloro-2'-methyl-1',2'-dihydro-3'H-spiro[cyclobutane-1,4'-isoquinoline] NC1CC2(CN(CC3=CC=C(C=C23)Cl)C)C1